4-carboxyphenylboronic acid ethyl-caffeate C(C)OC(\C=C\C1=CC(O)=C(O)C=C1)=O.C(=O)(O)C1=CC=C(C=C1)B(O)O